triethyl ortho-acetate C(C)(OCC)(OCC)OCC